N1=NC(=CC=C1)C(C)O 1-(pyridazin-3-yl)ethan-1-ol